COC1=CC=C2NC=C(CCN(CCC)CCC)C2=C1 5-methoxy-dipropyl-tryptamine